(1R)-N-(7-chloro-6-(1-((3S,4S)-4-hydroxy-3-methyltetrahydrofuran-3-yl)piperidin-4-yl)isoquinolin-3-yl)-5-ethoxyspiro[2.3]hexane-1-carboxamide ClC1=C(C=C2C=C(N=CC2=C1)NC(=O)[C@@H]1CC12CC(C2)OCC)C2CCN(CC2)[C@]2(COC[C@H]2O)C